ClC1=CC(=C(COC2=NC(=NC=C2)C2=CC=C(C=C2)CC(=O)O)C=C1)F 2-(4-(4-((4-chloro-2-fluorobenzyl)oxy)pyrimidin-2-yl)phenyl)acetic acid